1-ethyl-2,4,5-trimethyl-3-butylimidazole tetracyanoborate C(#N)[B-](C#N)(C#N)C#N.C(C)N1C(N(C(=C1C)C)CCCC)C